N1=CC=C(C=C1)CNC1CCNCC1 N-(pyridin-4-ylmethyl)piperidin-4-amine